CC=1C=C2C=C(NC2=CC1C(=O)OC)CN1CCOCC1 methyl 5-methyl-2-(morpholinomethyl)-1H-indole-6-carboxylate